1-(5-((2R,4S)-2-(2,5-difluorophenyl)-4-fluoropyrrolidin-1-yl)-2-fluoropyrazolo[1,5-a]pyrimidin-3-yl)-3-((1R,2R)-2-hydroxycyclopropyl)thiourea FC1=C(C=C(C=C1)F)[C@@H]1N(C[C@H](C1)F)C1=NC=2N(C=C1)N=C(C2NC(=S)N[C@H]2[C@@H](C2)O)F